Racemic-(1r,2r,3s,4r,5s)-N-(3,4-dichlorophenyl)-5-hydroxy-3-(2-methylpyridin-4-yl)-7-oxabicyclo[2.2.1]heptane-2-carboxamide ClC=1C=C(C=CC1Cl)NC(=O)[C@H]1[C@H]2C[C@@H]([C@@H]([C@@H]1C1=CC(=NC=C1)C)O2)O |r|